C(C=CC=C)(=O)OCC1CO1 glycidyl 2,4-pentadienoate